6-methyl-19-(oxan-2-yl)-8,14-dioxa-4,5,10,19,20-pentaazatetracyclo[13.5.2.12,5.018,21]tricosa-1(20),2(23),3,15,17,21-hexaen-9-one CC1N2N=CC(C3=NN(C4=CC=C(OCCCNC(OC1)=O)C=C34)C3OCCCC3)=C2